OCC1CC(N(C1)CC1=CC=C(C=C1)OC)=O 4-(hydroxymethyl)-1-[(4-methoxyphenyl)methyl]pyrrolidin-2-one